N,N-dieth-ylmethacrylamide C(C)N(C(C(=C)C)=O)CC